4-{4-[(1H-pyrrol-2-yl)carbonyl]piperazin-1-yl}benzamide N1C(=CC=C1)C(=O)N1CCN(CC1)C1=CC=C(C(=O)N)C=C1